CN([C@H]1CN(CC1)C1=CC=C(C=C1)NC1=NC=NC(=C1)N1OCC[C@@H]1C1=CC=CC=C1)C N-(4-((R)-3-(dimethylamino)pyrrolidin-1-yl)phenyl)-6-((R)-3-phenylisoxazolidin-2-yl)pyrimidine-4-amine